C1OC2=CC=C(C=C2O1)NCC 4-methylenedioxy-N-ethylphenylamine